(5-(cyclopentyloxy)pyrazin-2-yl)-1,3-dihydrospiro[indene-2,4'-piperidine] C1(CCCC1)OC=1N=CC(=NC1)N1CCC2(CC1)CC1=CC=CC=C1C2